[Cl-].CN(C1=CC=[N+](C=C1)S(=O)(=O)C1=CC=C(C)C=C1)C 4-(dimethylamino)-1-tosylpyridin-1-ium chloride